CC1OCCCC1C 2,3-dimethyltetrahydropyran